5-chloro-N4-(1H-indazol-5-yl)-N2-(1,2,3,4-tetrahydroisoquinolin-7-yl)pyrimidine-2,4-diamine ClC=1C(=NC(=NC1)NC1=CC=C2CCNCC2=C1)NC=1C=C2C=NNC2=CC1